COC(=O)CC[Sn]CCC(=O)OC bis(β-methoxycarbonylethyl)tin